6-(2-oxa-6-azaspiro[3.3]heptan-6-yl)pyridine-2-carboxylic acid methyl ester COC(=O)C1=NC(=CC=C1)N1CC2(COC2)C1